ethyl 2-(2-(cyclopropylmethyl)-1-(3-fluoro-4-sulfamoylbenzyl)-5-(3-(methyl-d3) phenyl)-1H-pyrrol-3-yl)-5-methylthiazole-4-carboxylate C1(CC1)CC=1N(C(=CC1C=1SC(=C(N1)C(=O)OCC)C)C1=CC(=CC=C1)C([2H])([2H])[2H])CC1=CC(=C(C=C1)S(N)(=O)=O)F